6-bromo-2-methylpyrido[3,4-d]pyrimidin BrC1=CC2=C(N=C(N=C2)C)C=N1